sulfydryl-hafnium oxide [O-2].S[Hf+3].[O-2].[O-2].S[Hf+3]